ClC=1C=C(C=CC1F)C(CO)NC(=O)C1=CN(C=C1)C1=NC(=NC=C1C)NC1(CC1)CO N-(1-(3-chloro-4-fluorophenyl)-2-hydroxyethyl)-1-(2-((1-(hydroxymethyl)cyclopropyl)amino)-5-methylpyrimidin-4-yl)-1H-pyrrole-3-amide